3-(3-(1-(3-(2-Fluoro-5-((6-fluoro-4-(methylsulfonyl)-1H-indol-5-yl)oxy)phenyl)-1H-pyrazol-1-yl)ethyl)phenyl)propanoic acid FC1=C(C=C(C=C1)OC=1C(=C2C=CNC2=CC1F)S(=O)(=O)C)C1=NN(C=C1)C(C)C=1C=C(C=CC1)CCC(=O)O